CC(CC1CC(N(CC1)C)=O)(C)NC(OCC1=CC=CC=C1)=O benzyl (2-methyl-1-(1-methyl-2-oxopiperidin-4-yl)propan-2-yl)carbamate